O([C@@H]1[C@H](O)[C@@H](O)[C@H](O)[C@H](O1)CO)[C@H]1[C@H](O)[C@@H](O)[C@H](O)[C@H](O1)CO β-D-glucopyranosyl α-D-glucopyranoside